tetramercaptoacetic acid SOC(C(S)(S)S)=O